4-(3-((4-chloro-2-fluorobenzyl)oxy)phenyl)-3,6-dihydropyridin ClC1=CC(=C(COC=2C=C(C=CC2)C=2CC=NCC2)C=C1)F